tert-butyl (S)-1-(aminomethyl)-5-chloro-8-((5-(difluoromethyl)-1-methyl-1H-1,2,3-triazol-4-yl) methoxy)-3,4-dihydroisoquinoline-2(1H)-carboxylate NC[C@H]1N(CCC2=C(C=CC(=C12)OCC=1N=NN(C1C(F)F)C)Cl)C(=O)OC(C)(C)C